6-bromo-2-(difluoromethyl)-7-methoxyquinazolin-4(3H)-one BrC=1C=C2C(NC(=NC2=CC1OC)C(F)F)=O